N1C(NCC1)=[Ru-2]=CC1=C(C=CC=C1)OC(C)C 2-imidazolidinylidene(2-isopropoxyphenylmethylene)ruthenium (II)